Cl.NC(C(=O)N1CCN(CC1)C(=O)NC1=NC(N(C=C1)C1=CCC(CC1)CN1CCC(CC1)(C)N)=O)(C)C 4-(2-Amino-2-methylpropanoyl)-N-(1-(4-((4-amino-4-methylpiperidin-1-yl)methyl)cyclohex-1-en-1-yl)-2-oxo-1,2-dihydropyrimidin-4-yl)piperazine-1-carboxamide hydrochloride salt